tert-Butyl ((R)-1-(7-((S)-2-methoxy-1-((S)-2-oxo-4-(trifluoromethyl)imidazolidin-1-yl)ethyl)imidazo[1,2-b]pyridazin-2-yl)-2-((1,1,1-trifluoro-2-methylpropan-2-yl)oxy)ethyl)carbamate COC[C@@H](N1C(N[C@@H](C1)C(F)(F)F)=O)C1=CC=2N(N=C1)C=C(N2)[C@H](COC(C(F)(F)F)(C)C)NC(OC(C)(C)C)=O